Methyl 4-((4-methoxybenzyl)amino)imidazo[1,5-a]quinoxaline-8-carboxylate COC1=CC=C(CNC=2C=3N(C4=CC(=CC=C4N2)C(=O)OC)C=NC3)C=C1